FC=1C=C(CN2CCN(CC2)C(=O)N)C=CC1 4-(3-fluorobenzyl)piperazinamide